(1s,3s)-3-((5-(1-(2,2-difluoroethyl)-1H-benzo[d][1,2,3]triazol-6-yl)-4-(methoxy-d3)pyrrolo[2,1-f][1,2,4]triazin-2-yl)amino)-1-methylcyclobutan-1-ol FC(CN1N=NC2=C1C=C(C=C2)C=2C=CN1N=C(N=C(C12)OC([2H])([2H])[2H])NC1CC(C1)(O)C)F